S(=O)(=O)([O-])[O-].CC1=C([N+](C)(C)C)C=CC(=C1)C=C1C2CCC(C1=O)(C2(C)C)C.CC2=C([N+](C)(C)C)C=CC(=C2)C=C2C1CCC(C2=O)(C1(C)C)C Methyl-N,N,N-trimethyl-4-[(4,7,7-trimethyl-3-oxobicyclo[2.2.1]hept-2-ylidene)methyl]anilinium sulphate